N-[3-cyclopropyl-5-(2-methylpropylsulfamoyl)-7,8-dihydro-6H-cyclopenta[g]isoquinolin-9-yl]acetamide C1(CC1)C=1N=CC2=C(C3=C(C(=C2C1)S(NCC(C)C)(=O)=O)CCC3)NC(C)=O